C(C=C)(=O)N[C@@H]1[C@@H](CCCC1)NC(=O)C=1SC=2N=CC=C3N(C(NC1C23)=O)C=2C=NC(=CC2C)OCC(C)C N-((1R,2S)-2-Acrylamidocyclohexyl)-5-(6-isobutoxy-4-methylpyridin-3-yl)-4-oxo-4,5-dihydro-3H-1-thia-3,5,8-triazaacenaphthylene-2-carboxamide